(4-(2-chloroethyl)piperidin-1-yl)-phenyl-methanone ClCCC1CCN(CC1)C(=O)C1=CC=CC=C1